BrC=1C=C(C(=O)NC2=NC3=C(N2)C(=CC=C3C3CCOCC3)OC)C=CN1 2-bromo-N-[7-methoxy-4-(tetrahydro-pyran-4-yl)-1H-benzimidazol-2-yl]-isonicotinamide